2-Isopropyl-4H-3,1-benzoxathiine C(C)(C)C1SC2=C(CO1)C=CC=C2